Methyl 5-amino-2-[6-(trifluoromethyl) pyridin-3-yl]benzoate NC=1C=CC(=C(C(=O)OC)C1)C=1C=NC(=CC1)C(F)(F)F